3-(difluoromethyl)-9-methyl-3,4,7,16-tetraazatricyclo[12.3.1.02,6]Octadec-1(18),2(6),4,14,16-pentaen-8-one FC(N1C=2C=3C=NC=C(CCCCC(C(NC2C=N1)=O)C)C3)F